ethyl (R)-5-(2-(methoxymethyl)pyrrolidin-1-yl)-2-(trifluoromethyl)thiazole-4-carboxylate COC[C@@H]1N(CCC1)C1=C(N=C(S1)C(F)(F)F)C(=O)OCC